4-[7-(4-piperidyl)-3H-imidazo[4,5-b]pyridin-2-yl]morpholine N1CCC(CC1)C1=C2C(=NC=C1)NC(=N2)N2CCOCC2